BrC(C)C=1C=C(C=C2C(N(C(=NC12)C12CC(C1)(C2)C2=CC=C(C=C2)F)C)=O)F 8-(1-bromoethyl)-6-fluoro-2-(3-(4-fluorophenyl)bicyclo[1.1.1]pentan-1-yl)-3-methylquinazolin-4(3H)-one